BrC=1C=CC(=C(C=NS(=O)C(C)(C)C)C1)C N-(5-bromo-2-methylbenzylidene)-2-methylpropane-2-sulfinamide